CN(CCC(=O)C1=C(C=CC=C1)F)C 3-(Dimethylamino)-1-(2-fluorophenyl)propan-1-one